CNC(C1=C(C=CC=C1)C=1N=NC(=CC1)NC1C[C@@H]2[C@@H](CN(C2)C([2H])([2H])C2CCOCC2)C1)=O N-methyl-2-(6-(((3aR,5s,6aS)-2-((tetrahydro-2H-pyran-4-yl)methyl-d2)octahydrocyclopenta[c]pyrrol-5-yl)amino)pyridazin-3-yl)benzamide